N-(1-(5-Bromopyridin-2-yl)-2,2,2-trifluoroethyl)-3-((tert-butyldimethylsilyl)oxy)propan-1-amine BrC=1C=CC(=NC1)C(C(F)(F)F)NCCCO[Si](C)(C)C(C)(C)C